C(#N)C1(CCC1)C1=CC(=NC=C1)C(=O)NC=1C=NC(=C(C1)C=1C=NC2=CC(=NC=C2C1)NC)C 4-(1-cyanocyclobutyl)-N-(6-methyl-5-(7-(methylamino)-1,6-naphthyridin-3-yl)pyridin-3-yl)pyridinecarboxamide